methyl 6-bromo-3-(((3-((tert-butoxycarbonyl) amino)phenyl) amino)methyl)-2-fluorobenzoate BrC1=CC=C(C(=C1C(=O)OC)F)CNC1=CC(=CC=C1)NC(=O)OC(C)(C)C